(2S,4r)-1-[(2S)-2-(4-cyclopropyl-triazol-1-yl)-3,3-dimethyl-butyryl]-4-hydroxy-N-[(3-methoxy-6-methyl-2-pyridinyl)methyl]pyrrolidine-2-carboxamide C1(CC1)C=1N=NN(C1)[C@H](C(=O)N1[C@@H](C[C@H](C1)O)C(=O)NCC1=NC(=CC=C1OC)C)C(C)(C)C